C(CCCCCCCCCCCCCCCCC)(=O)OC(CO)CO 2-octadecanoyl-sn-glycerol